ClCOC(CCCCCCCCCCCCCCCCCCCCC)=O docosanoic acid chloromethyl ester